C1(CC1)N1CCN(CC1)C1CCN(CC1)C1=C(C=C(C(=C1)OC)NC1=NC=NC(=C1)N1OCC[C@@H]1C1=CC(=CC=C1)OC1=CC(=CC(=C1)F)F)NC(C=C)=O (R)-N-(2-(4-(4-cyclopropylpiperazin-1-yl)piperidin-1-yl)-5-((6-(3-(3-(3,5-difluoro-phenoxy)phenyl)-isoxazolidin-2-yl)-pyrimidin-4-yl)-amino)-4-methoxy-phenyl)acrylamide